CN1CCN(CC1)CCOC1=CC=2N(C=C1)C(=CN2)C2=CC=NC=N2 6-{7-[2-(4-Methyl-piperazin-1-yl)-ethoxy]-imidazo[1,2-a]pyridin-3-yl}-pyrimidin